7-(ethylamino)-(2-methyl-4-((1-(2-methyl-3-(trifluoromethyl)phenyl)ethyl)amino)quinazolin-6-yl)dimethylphosphine oxide C(C)NC1=C(C=C2C(=NC(=NC2=C1)C)NC(C)C1=C(C(=CC=C1)C(F)(F)F)C)P(C)(C)=O